methyl-L-phenylalanyl-L-phenylalaninate hydrochloride salt Cl.CN[C@@H](CC1=CC=CC=C1)C(=O)N[C@@H](CC1=CC=CC=C1)C(=O)O